BrC=1C=CC(=C2N=CSC21)N 7-bromo-1,3-benzothiazol-4-amine